(9Z,12Z)-N-(4-((4-((5-amino-7-(butylamino)-2H-pyrazolo[4,3-d]pyrimidin-2-yl)methyl)-3,5-dimethoxybenzyl)(methyl)amino)butyl)octadeca-9,12-dienamide NC=1N=C(C=2C(N1)=CN(N2)CC2=C(C=C(CN(CCCCNC(CCCCCCC\C=C/C\C=C/CCCCC)=O)C)C=C2OC)OC)NCCCC